C(C)(=O)NC1=CC(=C(C(=O)O)C=C1)NC1=CC(=CC=C1)NC(C)=O 4-(acetamido)-2-(3-(acetamido)phenylamino)benzoic acid